O.O.O.O.S(=O)(=O)([O-])[O-].[Be+2] Beryllium sulfate tetra-hydrate